FC(CN1N=NC2=C1C=C(C=C2)C=2C=CN1N=C(N=C(C12)OC)NC1CCC(CC1)(O)C)F (1S,4s)-4-((5-(1-(2,2-difluoroethyl)-1H-benzo[d][1,2,3]triazol-6-yl)-4-methoxypyrrolo[2,1-f][1,2,4]triazin-2-yl)amino)-1-methylcyclohex-an-1-ol